O=C1NC(NC(N1)=O)=O 2,4,6-trioxohexahydro-1,3,5-triazine